2-(((1r,3r)-3-(Aminomethyl)cyclobutyl)amino)-8-(isopropylamino)pyrido[3,4-d]pyrimidine NCC1CC(C1)NC=1N=CC2=C(N1)C(=NC=C2)NC(C)C